N-(3-cyano-4-methyl-1H-indol-7-yl)-1-(3-hydroxy-1,1,3-trimethyl-butyl)pyrazole-4-sulfonamide C(#N)C1=CNC2=C(C=CC(=C12)C)NS(=O)(=O)C=1C=NN(C1)C(CC(C)(C)O)(C)C